CC1=C(C=CC(=C1)C)C1=NC(=NC(=N1)C1=C(C=C(C=C1)C)C)C1=C(C=C(C=C1)OCCCCCCCC)O 2-[4,6-bis(2,4-dimethyl-phenyl)-1,3,5-triazine-2-yl]-5-(octyloxy)phenol